1'-bromo-6'-methyl-3'-(phenylsulfonyl)-3',6'-dihydro-7'H-spiro[cyclopentane-1,8'-dipyrrolo[2,3-b:3',2'-d]pyridin]-7'-one BrC1=CN(C2=NC=C3C(=C21)C2(C(N3C)=O)CCCC2)S(=O)(=O)C2=CC=CC=C2